C(C)(C)(C)C1=CC(=NO1)NC(=O)NC1=CC=C(C=C1)C=1N=NN(C1I)C1=CC=C(C=C1)OCCN1CCOCC1 1-(5-tert-butylisoxazol-3-yl)-3-(4-(5-iodo-1-(4-(2-morpholinoethoxy)phenyl)-1H-1,2,3-triazol-4-yl)phenyl)-urea